1-(tert-butyl) 2-methyl 5-(cyanomethyl)-5,6-dihydropyrazine-1,2(4H)-dicarboxylate C(#N)CC1NC=C(N(C1)C(=O)OC(C)(C)C)C(=O)OC